2-((2-chloro-4-(difluoromethoxy)phenyl)amino)-N-(4-phenylpyridin-3-yl)pyrimidine-4-carboxamide ClC1=C(C=CC(=C1)OC(F)F)NC1=NC=CC(=N1)C(=O)NC=1C=NC=CC1C1=CC=CC=C1